N-tert-butyl-2-({2-[4-(2-hydroxy-2-methylpropoxy)-6-methylpyridin-2-yl]-5H,6H,7H-cyclopenta[d]pyrimidin-4-yl}(methyl)amino)acetamide C(C)(C)(C)NC(CN(C)C=1C2=C(N=C(N1)C1=NC(=CC(=C1)OCC(C)(C)O)C)CCC2)=O